3-methylhexahydroazepine CC1CNCCCC1